5-((4-((hexahydropyridin-4-ylmethyl)amino)-6-(methylamino)-1,3,5-triazacyclohexan-2-yl)amino)isoquinoline N1CCC(CC1)CNC1NC(NC(N1)NC)NC1=C2C=CN=CC2=CC=C1